benzyl {[2-acetyl-1-(benzylamino)-3-oxobut-1-en-1-yl]sulfanyl}acetate C(C)(=O)C(=C(NCC1=CC=CC=C1)SCC(=O)OCC1=CC=CC=C1)C(C)=O